C(#N)C=1C=NC2=CN=C(C=C2C1C1=CC=C(CNC(OC(C)(C)C)=O)C=C1)OC Tert-Butyl (4-(3-Cyano-6-Methoxy-1,7-Naphthyridin-4-yl)Benzyl)Carbamate